5-(3-(3-(2-(2-azidoethoxy)ethoxy)propionamido)-4-hydroxyphenyl)-2-methylpentanoic acid N(=[N+]=[N-])CCOCCOCCC(=O)NC=1C=C(C=CC1O)CCCC(C(=O)O)C